2,2'-[(dioctylstannylene)bis(thio)]diacetic acid diisooctyl ester C(CCCCC(C)C)OC(CS[Sn](SCC(=O)OCCCCCC(C)C)(CCCCCCCC)CCCCCCCC)=O